COCC(C)(C)N1CC=2C=CC(=NC2CC1)CO (6-(1-methoxy-2-methylpropan-2-yl)-5,6,7,8-tetrahydro-1,6-naphthyridin-2-yl)methanol